1-(2-chloro-4-((5-methoxy-2,3-dihydro-[1,4]dioxino[2,3-f]quinazolin-10-yl)oxy)phenyl)-3-cyclopropylurea ClC1=C(C=CC(=C1)OC1=NC=NC2=CC(=C3C(=C12)OCCO3)OC)NC(=O)NC3CC3